C[C@@H]1N(CC1)C1=NC(=CC(=N1)N1C[C@@H]2C([C@@H]2C1)CC(=O)O)C(F)(F)F 2-((1R,5S,6R)-3-(2-((S)-2-methylazetidin-1-yl)-6-(trifluoromethyl)pyrimidin-4-yl)-3-azabicyclo[3.1.0]hex-6-yl)acetic acid